(1R,7S,8r)-4-((2-(3,5-Dichlorophenyl)-6-((6-(4-methyl-1,4-diazepan-1-yl)pyridazin-3-yl)oxy)pyridin-4-yl)methyl)-4-azabicyclo[5.1.0]octan ClC=1C=C(C=C(C1)Cl)C1=NC(=CC(=C1)CN1CC[C@H]2C[C@H]2CC1)OC=1N=NC(=CC1)N1CCN(CCC1)C